benzyloxymethanol C(C1=CC=CC=C1)OCO